COC1=NC=C(C(=N1)OC)C1=NN2C(C(=NC=C2)N2CC(C(C2)(F)F)O)=C1 1-[2-(2,4-Dimethoxypyrimidin-5-yl)pyrazolo[1,5-a]pyrazin-4-yl]-4,4-difluoro-pyrrolidin-3-ol